COCCOCC=1C=C2C=C(NC2=C(C1)NC1CCN(CC1)S(=O)(=O)C)C1=CC=CC=C1 5-(2-methoxyethoxymethyl)-N-(1-methylsulfonyl-4-piperidinyl)-2-phenyl-1H-indol-7-amine